N-(3-((4-aminothieno[2,3-d]pyrimidin-5-yl)ethynyl)phenyl)-1-(4-fluorophenyl)-5-(methylsulfonyl)-1H-pyrazole-3-carboxamide NC=1C2=C(N=CN1)SC=C2C#CC=2C=C(C=CC2)NC(=O)C2=NN(C(=C2)S(=O)(=O)C)C2=CC=C(C=C2)F